NC=1N(C2=C3C(C(=CNC(C13)=O)C)=NC(=N2)C)C2=C(C(=CC=C2C)O)C 1-Amino-2-(3-hydroxy-2,6-dimethylphenyl)-4,6-dimethyl-2,8-dihydro-9H-2,3,5,8-Tetraazabenzo[cd]azulen-9-one